trifluoro-ethoxy-pyridine zinc [Zn].FC=1C(=C(C(=NC1)OCC)F)F